C1(CC1)N1N=CC(=C1)N(S(=O)(=O)CC)CC=1SC(=CN1)C=1OC(=NN1)C(F)F N-(1-cyclopropyl-1H-pyrazol-4-yl)-N-((5-(5-(difluoromethyl)-1,3,4-oxadiazol-2-yl)thiazol-2-yl)methyl)ethanesulfonamide